2-(3-methyl-2,6-dioxopurin-7-yl)-N-[1-(7-methyl-1H-indol-3-yl)propan-2-yl]acetamide CN1C(NC(C=2N(C=NC12)CC(=O)NC(CC1=CNC2=C(C=CC=C12)C)C)=O)=O